trifluoromethylt-butyl sulfone FC(F)(F)S(=O)(=O)C(C)(C)C